ClC1=C(C=CC=C1)[C@H]1[C@@](O1)(C1=C(C=C(C=C1)F)F)CN1N=CN=C1SCC=C |o1:7,8| rel-1-[[(2R,3S)-3-(2-chlorophenyl)-2-(2,4-difluorophenyl)-2-oxiranyl]-methyl]-5-(2-propen-1-ylthio)-1H-1,2,4-triazole